C(#N)C1=CC=2N(N=C1)C(=CC2)C2=CC(=C(C=N2)C2=NN=C(S2)N2CC1(C2)CCC(CC1)NC(C)=O)NC1(COC1)C N-(2-(5-(6-(3-cyanopyrrolo[1,2-b]pyridazin-7-yl)-4-((3-methyloxetan-3-yl)amino)pyridin-3-yl)-1,3,4-thiadiazol-2-yl)-2-azaspiro[3.5]non-7-yl)acetamide